rac-(1S,3S)-N,2,2-trimethyl-3-((6-(1-methyl-1H-pyrazol-4-yl)pyrazolo[1,5-a]pyrazin-4-yl)oxy)cyclobutan-1-amine CN[C@@H]1C([C@H](C1)OC=1C=2N(C=C(N1)C=1C=NN(C1)C)N=CC2)(C)C |r|